6-chloro-8-(3,3-difluoro-4,4-dimethylpyrrolidin-1-yl)-[1,2,4]triazolo[1,5-b]pyridazine ClC=1C=C(C=2N(N1)N=CN2)N2CC(C(C2)(C)C)(F)F